C(C)C(COC(CCCCC(CN(CCCSSCCN1CCN(CC1)CCOC(CCCN(CC(CCCCC(=O)OCCCC)O)CC(CCCCC(=O)OCCCC)O)=O)CC(CCCCC(OCC(CC)CC)=O)O)O)=O)CC Dibutyl 7,7'-((4-(2-(4-(2-((3-(bis(7-(2-ethylbutoxy)-2-hydroxy-7-oxoheptyl)amino)propyl)disulfaneyl)ethyl)piperazin-1-yl)ethoxy)-4-oxobutyl)azanediyl)bis(6-hydroxyheptanoate)